FC=1C=C(C=CC1)C#CC=1C=CC(=NC1)C1=NOC(=N1)C1NCCC1 3-(5-((3-fluorophenyl)ethynyl)pyridin-2-yl)-5-(pyrrolidin-2-yl)-1,2,4-oxadiazole